morpholin-4-yl-[4-[(2-phenylimidazo[1,2-a]pyrazin-3-yl)amino]phenyl]methanone N1(CCOCC1)C(=O)C1=CC=C(C=C1)NC1=C(N=C2N1C=CN=C2)C2=CC=CC=C2